C(CCCCCCCCCCC)OC1=CC=C(C=C1)C[C@@H](COCC)N1C=NC=2C=NC=3C=CC=CC3C21 1-[(1S)-1-[(4-dodecyloxyphenyl)methyl]-2-ethoxy-ethyl]Imidazo[4,5-c]Quinoline